Methyl 6-amino-3-methylpyridine-2-carboxylate NC1=CC=C(C(=N1)C(=O)OC)C